(S)-4-((S)-10-Acryloyl-2-fluoro-14-oxo-8,8a,9,10,11,12-hexahydro-7H,14H-pyrazino[1',2':5,6][1,5]diazocino[3,2,1-hi]indol-3-yl)-2-amino-7-fluorobenzo[b]thiophene-3-carbonitrile C(C=C)(=O)N1C[C@H]2N(C(C=3C=C(C(=C4C=CN(C34)CC2)C2=CC=C(C=3SC(=C(C32)C#N)N)F)F)=O)CC1